ClC=1C=C(C=2N(N1)C(=CN2)C(=O)OCC)N(C)CC2=CC=C(C=C2)OC 2-Ethyl 6-chloro-8-{[(4-methoxyphenyl)methyl](methyl)amino}imidazo[1,2-b]pyridazine-3-carboxylate